4-[(6-Bromo-4-methyl-3-pyridinyl)sulfinyl]-1,5-dimethyl-quinolin-2-one BrC1=CC(=C(C=N1)S(=O)C1=CC(N(C2=CC=CC(=C12)C)C)=O)C